methyl 2-chloro-6-methyl-6,7-dihydro-5H-pyrrolo[3,4-b]pyridine-3-carboxylate ClC1=C(C=C2C(=N1)CN(C2)C)C(=O)OC